C(#N)[C@H](C[C@H]1C(NCC1)=O)NC(C(CC1CC1)N1C(C(=CC=C1)NCC(F)(F)F)=O)=O N-[(1S)-1-cyano-2-[(3S)-2-oxopyrrolidin-3-yl]ethyl]-3-cyclopropyl-2-[2-oxo-3-(2,2,2-trifluoroethylamino)-1-pyridyl]propanamide